6-(4-((S)-3-((S)-3-methoxy-2-((6-oxo-5-(trifluoromethyl)-1,6-dihydropyridazin-4-yl)oxy)propoxy)-2-oxopyrrolidin-1-yl)piperidin-1-yl)nicotinonitrile COC[C@@H](CO[C@@H]1C(N(CC1)C1CCN(CC1)C1=NC=C(C#N)C=C1)=O)OC=1C=NNC(C1C(F)(F)F)=O